OCCOCCOCCN(C1=C(C=CC=C1)C=1OC2=C(C(C1)=O)C=CC=C2)C 2-[2-[2-[2-(2-hydroxyethoxy)ethoxy]ethyl-methylamino]phenyl]benzopyran-4-one